O1C(OCC1)CC=1C=C2C=CC=NC2=CC1 6-((1,3-dioxolan-2-yl)methyl)quinoline